S(=O)(=O)=C(C(=O)N)C sulfonylpropanamide